P(=O)(OC1=CC=C(C=C1)C)(OC1=CC=CC=C1)OC1=CC=CC=C1 4-methylphenyl diphenyl phosphate